2-amino-benzoic acid ethyl ester C(C)OC(C1=C(C=CC=C1)N)=O